3-[4-(4-Chloro-phenyl)-thiazol-2-yl]-6-hexyl-7-hydroxy-chromen-2-one ClC1=CC=C(C=C1)C=1N=C(SC1)C=1C(OC2=CC(=C(C=C2C1)CCCCCC)O)=O